(S)-2,2-difluoro-1-phenylethyl(1-methyl-4-(5-(methylsulfonamido) pyridin-2-yl)-1H-1,2,3-triazol-5-yl) carbamate C(N)(OC1=C(N=NN1C)C1=NC=C(C=C1[C@@H](C(F)F)C1=CC=CC=C1)NS(=O)(=O)C)=O